NC1=CC=CC(=N1)C(=O)NN 6-Aminopyridine-2-carbohydrazide